BrC1=CC=C(N=N1)N[C@@H]1CC[C@H]2CN(C[C@H]21)C(=O)C=2SC(=CC2)CCOCCF [(3aS,4R,6aR)-4-[(6-bromo-3-pyridazinyl)amino]hexahydrocyclopenta[c]pyrrol-2(1H)-yl]{5-[2-(2-fluoroethoxy)ethyl]-2-thienyl}methanone